2-[(2,6-Dimethylpyridin-4-yl)methyl]-N-[(2R)-1,4-dioxan-2-ylmethyl]-8-methyl-4,5-dihydro-2H-furo[2,3-g]indazole-7-carboxamide CC1=NC(=CC(=C1)CN1N=C2C3=C(CCC2=C1)OC(=C3C)C(=O)NC[C@H]3OCCOC3)C